1-((4,7,10-tris(carboxymethyl)-1,4,7,10-tetraazacyclotridecan-1-yl)methyl)isoquinoline 2-oxide C(=O)(O)CN1CCN(CCCN(CCN(CC1)CC(=O)O)CC(=O)O)CC1=[N+](C=CC2=CC=CC=C12)[O-]